(4-tertiary butyl phenyl) diphenyl phosphate P(=O)(OC1=CC=C(C=C1)C(C)(C)C)(OC1=CC=CC=C1)OC1=CC=CC=C1